ClC1=C(C(=C(N=N1)N)COC)C chloro-4-(methoxymethyl)-5-methylpyridazin-3-amine